C(C)OC(=O)C1=C(N=C(S1)NC1=NC(=CC(=N1)N1CCC(CC1)O)OCC=1C=NC=CC1)C 2-[[4-[4-hydroxy-1-piperidinyl]-6-[[(3-pyridylmethyl)]oxy]-2-pyrimidinyl]amino]-4-methyl-5-thiazolecarboxylic acid ethyl ester